ClC1=C(C=CC(=C1)Cl)C=1CCCC2=C(C1C1=CC=C(C=C1)O[C@@H]1CN(CC1)CCCF)C=CC(=C2)CC(=O)OC Methyl (S)-2-(8-(2,4-dichlorophenyl)-9-(4-((1-(3-fluoropropyl)pyrrolidin-3-yl)oxy)phenyl)-6,7-dihydro-5H-benzo[7]annulen-3-yl)acetate